COC=1C(=C2C=CNC2=C(C1)C)CN1[C@@H](C[C@@H](CC1)COC)C1=CC=C(C(=O)O)C=C1 4-((2S,4R)-1-((5-methoxy-7-methyl-1H-indol-4-yl)methyl)-4-(methoxymethyl)piperidin-2-yl)benzoic acid